7-(3-(dimethylamino)-3-methylazetidin-1-yl)-4-methylpyrido[3,4-d]pyridazine CN(C1(CN(C1)C1=CC=2C(=C(N=NC2)C)C=N1)C)C